ClC1=CC=C(C=C1)C=1C=C2CCN(C(C2=CC1)=O)C=1C=CC(=C(C1)NS(=O)(=O)C)O N-(5-(6-(4-chlorophenyl)-1-oxo-3,4-dihydroisoquinolin-2(1H)-yl)-2-hydroxyphenyl)methanesulfonamide